6-Hepta-1,3-dienyl-3,4-dihydroxy-2-oxocyclohexane-1-carbaldehyde C(=CC=CCCC)C1CC(C(C(C1C=O)=O)O)O